1-({3,4-difluoro-2-[(2-fluoro-4-iodophenyl)amino]phenyl}carbonyl)-N-ethylazetidine-3-carboxamide FC=1C(=C(C=CC1F)C(=O)N1CC(C1)C(=O)NCC)NC1=C(C=C(C=C1)I)F